OCNC(N)=O 3-hydroxymethyl-urea